2-[(3R)-1-[(2R)-2-[[4-(2-chloro-3-fluoro-phenyl)-7-quinolyl]oxy]propanoyl]-3-piperidyl]acetic acid ClC1=C(C=CC=C1F)C1=CC=NC2=CC(=CC=C12)O[C@@H](C(=O)N1C[C@H](CCC1)CC(=O)O)C